(2R,5R,Z)-3-(2-hydroxyethylidene)-7-keto-4-oxa-1-azabicyclo[3.2.0]heptane-2-carboxylic acid OC\C=C/1\[C@@H](N2C(C[C@H]2O1)=O)C(=O)O